FC(OC=1C=CC(=NC1)C(=O)O)F 5-(difluoromethoxy)picolinic acid